C(N)(=O)C(CN1CC2=C(C=C(C=C2C1=O)NC(C1=CC(=CC=C1)OC)=O)C1=CC=C2C=NN(C2=C1)C)=C N-[2-(2-carbamoyl-2-methylideneethyl)-7-(1-methyl-1H-indazol-6-yl)-3-oxo-2,3-dihydro-1H-isoindol-5-yl]-3-methoxybenzamide